O=C1NC(CCC1N1C(C2=CC=CC(=C2C1=O)OCC(=O)NCC1C(C1)C(=O)O)=O)=O 2-[(2-[[2-(2,6-dioxopiperidin-3-yl)-1,3-dioxoisoindol-4-yl]oxy]acetamido)methyl]cyclopropane-1-carboxylic acid